CC1=CC=NN1CC1C2CC3CC(CC1C3)C2 5-methyl-1-(tricyclo[3.3.1.13,7]dec-2-ylmethyl)-1H-pyrazole